2-(2-fluoro-4-methoxyphenyl)-N-[(3S)-2-oxo-5-phenyl-1,3-dihydro-1,4-benzodiazepine-3-Yl]pyrazolo[1,5-a]pyrimidine-3-carboxamide FC1=C(C=CC(=C1)OC)C1=NN2C(N=CC=C2)=C1C(=O)N[C@@H]1C(NC2=C(C(=N1)C1=CC=CC=C1)C=CC=C2)=O